ClC=1C=CC(=C(C1)N1CON(CO1)[C@@H](C(=O)NC1=CC(=C(C(=O)N)C=C1)F)CC1=CC=CC=C1)N1N=NC(=C1)Cl (R)-4-(2-(4-(5-chloro-2-(4-chloro-1H-1,2,3-triazol-1-yl)phenyl)-2,5-dioxapiperazin-1-yl)-3-phenylpropionamido)-2-fluorobenzamide